2,4-Difluoro-N-(5-(2-hydroxy-4-(piperazin-1-yl)quinazolin-6-yl)-2-methoxypyridin-3-yl)benzenesulfonamide FC1=C(C=CC(=C1)F)S(=O)(=O)NC=1C(=NC=C(C1)C=1C=C2C(=NC(=NC2=CC1)O)N1CCNCC1)OC